(E)-2-(3-(2-cyano-2-(6-methoxy-3H-imidazo[4,5-c]pyridin-2-yl)ethenyl)-2,5-dimethyl-1H-pyrrol-1-yl)-5-methylthiophene-3-carbonitrile C(#N)\C(=C/C1=C(N(C(=C1)C)C=1SC(=CC1C#N)C)C)\C1=NC2=C(C=NC(=C2)OC)N1